1-(5-bromo-6-fluoro-1H-indol-3-yl)-3-((tertbutyldiphenylsilyl)oxy)-2,2-dimethylpropan-1-one BrC=1C=C2C(=CNC2=CC1F)C(C(CO[Si](C1=CC=CC=C1)(C1=CC=CC=C1)C(C)(C)C)(C)C)=O